2-(4',6'-difluorophenyl)pyridinate FC1=CC=C(C(=C1)F)C1(NC=CC=C1)C(=O)[O-]